C1(CC1)C1=C(C=C(C(=O)N[C@H](C(=O)NC)C(C)(C)C)C=C1)C1=CC=NN1C 4-cyclopropyl-N-[(2S)-3,3-dimethyl-1-(methylamino)-1-oxobutan-2-yl]-3-(1-methyl-1H-pyrazol-5-yl)benzamide